COC1=C(CNC2=NC=C(C(=O)OCC)C(=C2)NC2=CC(=C3N(C2=O)C(NC3=O)(C)C)C)C=CC(=C1)OC ethyl 6-((2,4-dimethoxybenzyl)amino)-4-((3,3,8-trimethyl-1,5-dioxo-1,2,3,5-tetrahydroimidazo[1,5-a]pyridin-6-yl)amino)nicotinate